methyl 1-bromocyclopropylcarboxylate BrC1(CC1)C(=O)OC